P(=O)(O)(O)O.NC(C(=O)OC\C=C\C1=CC=C(C=C1)O)C coumaryl aminopropionate phosphate